2,3-dihydro-benzofuran-5-carboxylic acid [2-(1-oxa-8-aza-spiro[4.5]dec-8-yl)-benzooxazol-5-yl]-amide O1CCCC12CCN(CC2)C=2OC1=C(N2)C=C(C=C1)NC(=O)C=1C=CC2=C(CCO2)C1